C(C)(C)C1=CC(=NN1)C(=O)N1CC2(C1)CN(C2)C(=O)C2(CCC2)C (5-Isopropyl-1H-pyrazol-3-yl)(6-(1-methylcyclobutane-1-carbonyl)-2,6-diazaspiro[3.3]heptan-2-yl)methanone